4-(perfluoroethyl)-2-(trifluoromethyl)pyrrolo[1,2-h][1,7]naphthyridine-9-carbohydrazide FC(C(F)(F)F)(C1=CC(=NC=2C=3N(C=CC12)C=C(C3)C(=O)NN)C(F)(F)F)F